C(CC)N(CCC)CCCNCCCN(CCC)CCC bis[3-(N,N-Dipropylamino)propyl]amin